(S)-1-((3-fluoro-5-methoxy-2-methylpyridin-4-yl)methyl)-3,4-dimethyl-2-oxo-N-(2,4,6-trifluorobenzyl)-1,2,3,4-tetrahydro-quinazoline-7-carboxamide FC=1C(=NC=C(C1CN1C(N([C@H](C2=CC=C(C=C12)C(=O)NCC1=C(C=C(C=C1F)F)F)C)C)=O)OC)C